copper-aluminum dysprosium terbium praseodymium neodymium [Nd].[Pr].[Tb].[Dy].[Al].[Cu]